4-chloro-3-(7,7-difluoro-3-azabicyclo[4.1.0]heptan-3-yl)-1H-indazole ClC1=C2C(=NNC2=CC=C1)N1CC2C(C2CC1)(F)F